CC=1C=C(C=CC1C)NC(C1=CC(=CC=C1)NS(=O)(=O)C=1SC=CC1)=O N-(3,4-dimethylphenyl)-3-(thiophene-2-sulfonamido)benzamide